N-(2-fluoro-5-nitrophenyl)-N-(2-oxopropyl)carboxamide FC1=C(C=C(C=C1)[N+](=O)[O-])N(C=O)CC(C)=O